CO[C@H]1C[C@H]([C@H](CC1)OC1=C2C=CN(C2=C(C=C1C)C)C(=O)OC(C)(C)C)C1=CC=C(C=C1)C(=O)OC |r| racemic-tert-butyl 4-(((1S*,2S*,4R*)-4-methoxy-2-(4-(methoxycarbonyl)phenyl)cyclohexyl)oxy)-5,7-dimethyl-1H-indole-1-carboxylate